[Cl-].[Cl-].C[Si](=[Zr+2](C1C(=CC2=C(C(=C(C=C12)C(C)(C)C)OC)C1=CC(=CC(=C1)C)C)C)C1C(=CC2=C(C(=C(C=C12)C(C)(C)C)OC)C1=CC(=CC(=C1)C)C)C)C rac-dimethylsilylene-bis[2-methyl-4-(3,5-dimethylphenyl)-5-methoxy-6-tert-butyl-inden-1-yl]zirconium dichloride